1-(2-iodophenyl)-(S)-1-methoxypropyl-(S)-2-cyclohexylcarbamate IC1=C(C=CC=C1)[C@H]1[C@H](CCCC1)N(C([O-])=O)C(CC)OC